O[C@H](COC=1C=C(C=CC1)S(=O)(=O)NC)CNC1COC2(C1)CCN(CC2)S(=O)(=O)C2=CC=C(C=C2)C(F)(F)F 3-((2S)-2-hydroxy-3-(8-(4-(trifluoromethyl)phenylsulfonyl)-1-oxa-8-azaspiro[4.5]dec-3-ylamino)propoxy)-N-methylbenzenesulfonamide